CSC1=CC=C(C(=O)OC2C(CCCC2)[Se]C2=CC=CC=C2)C=C1 2-(phenylselanyl)cyclohexyl 4-(methylthio)benzoate